NC1=C(C(=O)OCC)C=CC=C1OC ethyl 2-amino-3-methoxybenzoate